FC(OC=1C=C2C=CC=NC2=CC1)(F)F 6-(trifluoromethoxy)quinolin